N-(4-fluoro-3-(N'-hydroxycarbamimidoyl)phenyl)-6-(dimethylamino)nicotinamide FC1=C(C=C(C=C1)NC(C1=CN=C(C=C1)N(C)C)=O)C(N)=NO